FC1C(CCCC1)P(OCC(F)(F)F)(OCC(F)(F)F)=O bis(2,2,2-trifluoroethyl) (2-fluorocyclohexyl)phosphonate